BrC1=C(C=CC=C1OC)CCl 2-bromo-1-(chloromethyl)-3-methoxybenzene